[Cl-].C(C(=C)C)(=O)NCCC[N+](C)(C)C methacryloamidopropyl-trimethyl-ammonium chloride